COC1=C(C=C2CCNCC2=C1)NC=1N=NC(=C(N1)NC1=C(C=CC=C1)S(=O)(=O)C)C(=O)N ((7-methoxy-1,2,3,4-tetrahydroisoquinolin-6-yl)amino)-5-((2-(methylsulfonyl)phenyl)amino)-1,2,4-triazine-6-carboxamide